3-[(1R)-1-(2-bromo-4-pyridyl)-2,2-difluoro-ethoxy]-5-(2,4-ditert-butoxypyrimidin-5-yl)-1-methyl-pyrazolo[3,4-c]pyridazine BrC1=NC=CC(=C1)[C@H](C(F)F)OC1=NN(C2=NN=C(C=C21)C=2C(=NC(=NC2)OC(C)(C)C)OC(C)(C)C)C